CN(C(=O)C1=CC2=CC=CC(=C2C=C1)C1=CC=2N(C=C1)C(N(N2)C)=O)C N,N-dimethyl-5-(2-methyl-3-oxo-2,3-dihydro-[1,2,4]triazolo[4,3-a]pyridin-7-yl)-2-naphthamide